Indazole-2-carboxylic acid N=1N(C=C2C=CC=CC12)C(=O)O